NC1=C(C(=NC=N1)C=1C(=C(C=C(C1)F)NC(=O)C1=C(C2=C(C=C1)C1(CC1)CO2)F)C)OCCN(C(C=C)=O)C([2H])([2H])[2H] N-(3-(6-amino-5-(2-(N-(methyl-d3)acrylamido)ethoxy)pyrimidin-4-yl)-5-fluoro-2-methylphenyl)-7-fluoro-2H-spiro[benzofuran-3,1'-cyclopropane]-6-carboxamide